BrC=1C(=C(C=CC1)C(C(N)C1=NC=CC=C1)C)F 2-(3-bromo-2-fluoro-phenyl)-1-(2-pyridyl)propan-1-amine